2-amino-N-((6-ethoxy-3-pyridazinyl)methyl)-3-methyl-N-((1R)-1-(2-pyrimidinyl)ethyl)-6-quinolinecarboxamide NC1=NC2=CC=C(C=C2C=C1C)C(=O)N([C@H](C)C1=NC=CC=N1)CC=1N=NC(=CC1)OCC